ClC1=NC=NC=C1NC(OC)=O methyl N-(4-chloropyrimidin-5-yl)carbamate